FC(C(=O)O)(F)F.FC1(CNCCC1N1CC(C1)N1CCN(CC1)C1=CC=CC=2N(C(N(C21)C)=O)C2C(NC(CC2)=O)=O)F 3-(4-{4-[1-(3,3-Difluoropiperidin-4-yl)azetidin-3-yl]piperazin-1-yl}-3-methyl-2-oxo-1,3-benzodiazol-1-yl)piperidine-2,6-dione trifluoroacetate